3-Methoxy-4-pyridineboronic acid pinacol ester COC=1C=NC=CC1B1OC(C)(C)C(C)(C)O1